FC(C=1C=C(CN)C=CC1)(F)F (3-trifluoromethyl-benzyl)amine